5-(2-fluoro-3-(trifluoromethyl)benzyl)-4H-1,2,4-triazole-3-carboxamide FC1=C(CC=2NC(=NN2)C(=O)N)C=CC=C1C(F)(F)F